FC1=C(O[C@H]2C[C@]3([C@H](CN(C3)C[C@H](O)C=3C=C4CCC(NC4=CC3)=O)C2)O)C=CC(=C1)F 6-((R)-2-((3aR,5R,6aS)-5-(2,4-difluorophenoxy)-3a-hydroxyhexahydrocyclopenta[c]pyrrol-2(1H)-yl)-1-hydroxyethyl)-3,4-dihydroquinolin-2(1H)-one